2-(tert-butyl) 8-methyl (s)-2,6-diazaspiro[3.4]octane-2,6,8-tricarboxylate C1N(CC12CN(C[C@H]2C(=O)OC)C(=O)[O-])C(=O)OC(C)(C)C